BrC=1N=C(SC1)CC1=C2C=CNC2=CC(=C1OC=1C=CC(=C(C(N)=N)C1)F)F 5-((4-((4-bromothiazol-2-yl)methyl)-6-fluoro-1H-indol-5-yl)oxy)-2-fluorobenzimidamide